2-(Cyclopropyl(6-ethyl-2-(1-(2-(3-hydroxyazetidin-1-yl)-2-oxoethyl)piperidine-4-yl)imidazo[2,1-b]thiazol-5-yl)amino)-4-(4-fluorophenyl)thiazole-5-carbonitrile C1(CC1)N(C=1SC(=C(N1)C1=CC=C(C=C1)F)C#N)C1=C(N=C2SC(=CN21)C2CCN(CC2)CC(=O)N2CC(C2)O)CC